allyl ether hydroxypropanesulfonate salt OC(CC)S(=O)(=O)O.C(C=C)OCC=C